4-fluoro-3-((6-(1-methyl-1H-pyrazol-4-yl)pyrazolo[1,5-a]pyrazin-4-yl)oxy)aniline FC1=C(C=C(N)C=C1)OC=1C=2N(C=C(N1)C=1C=NN(C1)C)N=CC2